(3Z)-6-(nonoxymethyl)-3-hexenyl-lithium C(CCCCCCCC)OCCC\C=C/CC[Li]